ClC=1C(=NC(=NC1)NC1=C(C=C(C(=O)N(CCC2=NC=CC=C2)C)C=C1)OC)C=1C=NN(C1)C(C)C 4-((5-chloro-4-(1-isopropyl-1H-pyrazol-4-yl)pyrimidin-2-yl)amino)-3-methoxy-N-methyl-N-(2-(pyridin-2-yl)ethyl)benzamide